FC(C=1C(=NC(=NC1)NC1CCN(CC1)S(=O)(=O)C)C1=CN=C(S1)OCC)F 5-(Difluoromethyl)-4-(2-ethoxy-1,3-thiazol-5-yl)-N-(1-methyl-sulfonyl-piperidin-4-yl)pyrimidin-2-amine